2-(1-(7-fluoro-3-(1-methyl-1H-4-pyrazolyl)-6-quinolinyl)ethyl)isoindole-1,3-dione FC1=C(C=C2C=C(C=NC2=C1)C=1C=NN(C1)C)C(C)N1C(C2=CC=CC=C2C1=O)=O